N1=C(C=CC=C1)N1C(C=CC=C1C#N)=O 1-(2-pyridyl)-6-cyanopyridin-2-one